Capric acid sodium salt [Na+].[O-]C(=O)CCCCCCCCC